1-(2-chloro-5-((R)-2-(2,5-difluorophenyl)-4-oxopyrrolidin-1-yl)pyrazolo[1,5-a]pyrimidin-3-yl)-3-(2,2-difluorocyclopropyl)urea ClC1=NN2C(N=C(C=C2)N2[C@H](CC(C2)=O)C2=C(C=CC(=C2)F)F)=C1NC(=O)NC1C(C1)(F)F